5-(4-(2-(1-(5-(5-(difluoromethyl)-5H-pyrido[3,2-b]indol-7-yl)-3-fluoropyridin-2-yl)piperidin-4-yl)ethyl)piperazin-1-yl)-2-(2,6-dioxopiperidin-3-yl)isoindoline-1,3-dione FC(N1C2=C(C=3C=CC(=CC13)C=1C=C(C(=NC1)N1CCC(CC1)CCN1CCN(CC1)C=1C=C3C(N(C(C3=CC1)=O)C1C(NC(CC1)=O)=O)=O)F)N=CC=C2)F